C1(=CC=CC=C1)CC(=O)OCC ethyl 2-phenylacetate